C1(CC1)N1[C@@H](CN(CC1)C1CCN(CC1)C1=C(C=C(C(=C1)OC)NC1=NC=NC(=C1)N1OCC[C@@H]1C1=C(C=CC=C1F)F)NC(C=C)=O)C N-(2-(4-((R)-4-cyclopropyl-3-methylpiperazine-1-yl)piperidine-1-yl)-5-((6-((R)-3-(2,6-difluorophenyl)isoxazolidine-2-yl)pyrimidine-4-yl)amino)-4-methoxyphenyl)acrylamide